N,N-bis(4-sulfobutyl)-3-methylaniline, disodium salt [Na+].[Na+].S(=O)(=O)([O-])CCCCN(C1=CC(=CC=C1)C)CCCCS(=O)(=O)[O-]